C1(=CC=CC=C1)CC(C(=O)[O-])C(=O)[O-] 2-phenylmethylmalonate